C(C)(=O)O[C@H]([C@@H](CN=[N+]=[N-])OC(C)=O)[C@@H]1O[C@](C[C@@H]([C@H]1NC(COC(C)=O)=O)OCC#C)(SC1=CC=C(C=C1)C)C(=O)OC (1R,2R)-1-((2R,3R,4S,6R)-3-(2-acetoxyacetamido)-6-(methoxycarbonyl)-4-(prop-2-yn-1-yloxy)-6-(p-tolylthio)tetrahydro-2H-pyran-2-yl)-3-azidopropane-1,2-diyl diacetate